NC1=NNC2=CC=C(C(=C12)C)C1=C(C=C(C=C1)S(=O)(=O)N1[C@H](CCC1)CO)C (R)-(1-((4-(3-amino-4-methyl-1H-indazol-5-yl)-3-methylphenyl)sulfonyl)pyrrolidin-2-yl)methanol